C(#N)C1=C2C[C@@H](CNC2=CC=C1)[C@@H](C1=CC=CC=C1)NC[C@@H](C)C=1C=C(C=CC1)CC(=O)O |o1:21| 2-(3-((S or R)-1-(((S)-((S)-5-cyano-1,2,3,4-tetrahydroquinolin-3-yl)(phenyl)methyl)amino)propan-2-yl)phenyl)acetic acid